[N+](=O)([O-])C(C(=O)OCC(C)C)C(=O)OCC(C)C diisobutyl nitromalonate